N1=C(C=CC=C1)N1N=C(N=C1N)N 1-(pyridin-2-yl)-1H-1,2,4-triazole-3,5-diamine